ClC=1C=C(C2=C(C(CO2)O)C1)S(=O)(=O)NC1=C(C(=CC=C1)C=1C(=C2C=NC(=NC2=CC1)NC1CCN(CC1)CCOC)F)F 5-chloro-N-[2-fluoro-3-(5-fluoro-2-{[1-(2-methoxyethyl)piperidin-4-yl]amino}quinazolin-6-yl)phenyl]-3-hydroxy-2,3-dihydro-1-benzofuran-7-sulfonamide